N-[7-methoxy-4-(1-methyl-1H-pyrazol-4-yl)-1H-1,3-benzodiazol-2-yl]-1-methyl-5-oxo-1,4,9-triazaspiro[5.5]undecane-9-carboxamide COC1=CC=C(C2=C1NC(=N2)NC(=O)N2CCC1(C(NCCN1C)=O)CC2)C=2C=NN(C2)C